methyl 6-amino-4-(2-cyano-3-vinylphenyl)-7-(3-methoxy-2,6-dimethylphenyl)-2-methyl-7H-pyrrolo[2,3-d]pyrimidine-5-carboxylate NC1=C(C2=C(N=C(N=C2C2=C(C(=CC=C2)C=C)C#N)C)N1C1=C(C(=CC=C1C)OC)C)C(=O)OC